N-(1-(5-fluoro-1H-indol-3-yl)hexane-2-yl)-6-(4-methylpiperazin-1-yl)benzo[b]thiophene-2-Carboxamide FC=1C=C2C(=CNC2=CC1)CC(CCCC)NC(=O)C1=CC2=C(S1)C=C(C=C2)N2CCN(CC2)C